ClC1CNCC(N1C(=O)[O-])(CC#N)C1=NC(=NC2=C(C(=CC=C12)C1=C2C=NNC2=CC=C1C)OC1CC1)OC[C@H]1N(CCC1)C 6-chloro-8-cyclopropoxy-7-(5-methyl-1H-indazol-4-yl)-2-((((S)-1-methylpyrrolidin-2-yl)methoxy)quinazolin-4-yl)-2-(cyanomethyl)piperazin-1-carboxylate